[(E)-2-chloro-1-(2,4,5-trichlorophenyl)ethenyl] dimethyl phosphate P(=O)(O\C(=C\Cl)\C1=C(C=C(C(=C1)Cl)Cl)Cl)(OC)OC